5,5-dimethyl-1,3,2-dioxaphospholane 2-oxide CC1(COP(O1)=O)C